C(C1=CC=CC=C1)OC1=C(OC=C(C1)C(NCC1=C(C=C(C=C1F)F)F)=O)C(=O)[O-] 3-(benzyloxy)-5-((2,4,6-trifluorobenzyl) carbamoyl)-4H-pyran-2-carboxylate